FC(C1=NN=C(O1)C=1C=C(C=C(C1)F)C=1C(N(C=CC1OC1CCOCC1)C)=O)F 3-{3-[5-(difluoromethyl)-1,3,4-oxadiazol-2-yl]-5-fluorophenyl}-1-methyl-4-[(oxan-4-yl)oxy]pyridin-2(1H)-one